C1(CCCCC1)[C@H](C)OC1=C(C(=O)NC=2C(=NC(=NC2)C)C)C=C(C(=C1)N1N=C2N(CCCC2)C1=O)F 2-[(1S)-1-cyclohexylethoxy]-N-(2,4-dimethylpyrimidin-5-yl)-5-fluoro-4-(3-oxo-5,6,7,8-tetrahydro[1,2,4]triazolo[4,3-a]pyridin-2(3H)-yl)benzamide